n-butyl-monoaniline hydrobromide Br.C(CCC)NC1=CC=CC=C1